C(CC)(=O)OC=1C=NC=CC1C 4-Methylpyridin-3-yl propionate